BrC1=CSC=2C1=NC(=CC2NCC=2OC=CC2)Cl 3-bromo-5-chloro-7-{[(furan-2-yl)methyl]amino}thieno[3,2-b]pyridin